C(C(=C)C)(=O)NC(CS(=O)(=O)O)(C)C 2-methacrylamido-2,2-dimethyl-ethanesulfonic acid